ClC1=CC(=C(COC2=NC=CC=C2C2=CC=C(CC3=NC4=C(N3CC3=NN=CN3CCC)C=C(C=C4)C(=O)O)C=C2)C=C1)F 2-(4-(2-((4-chloro-2-fluorobenzyl)oxy)pyridin-3-yl)benzyl)-1-((4-propyl-4H-1,2,4-triazol-3-yl)methyl)-1H-benzo[d]imidazol-6-carboxylic Acid